1,4-naphthohydroquinone C1=CC=C2C(=C1)C(=CC=C2O)O